CN(C1CCN(CC1)C1=C(C=CC=C1)C=1C=C2N(N=CC(=C2N[C@H]2COCC2)C(=NC2=C(C=C(C=C2)O)CC)N)C1)C 6-[2-[4-(dimethylamino)-1-piperidyl]phenyl]-N'-(2-ethyl-4-hydroxy-phenyl)-4-[[(3R)-tetrahydrofuran-3-yl]amino]pyrrolo[1,2-b]pyridazine-3-carboxamidine